(dioxo)osmium hydrate O.O=[Os]=O